rel-3-chloro-4-((3,5-difluoropyridin-2-yl)methoxy)-2'-(3-(2-hydroxypropan-2-yl)-1H-pyrazol-1-yl)-3',6-dimethyl-2H-[1,4'-bipyridin]-2-one ClC=1C(N(C(=CC1OCC1=NC=C(C=C1F)F)C)C1=C(C(=NC=C1)N1N=C(C=C1)C(C)(C)O)C)=O